COC1=C(C=CC(=C1)C[C@@H]2[C@H](COC2=O)CC3=CC4=C(C=C3)OCO4)O The molecule is a butan-4-olide that is dihydrofuran-2(3H)-one which is substituted by a vanillyl group at position 3 and by a 3,4-methylenedioxybenzyl group at position 4 (the R,R stereoisomer). It has a role as a plant metabolite. It is a member of phenols, a member of benzodioxoles, an aromatic ether, a lignan and a butan-4-olide.